C(C)(C)(C)OC([C@H](C(C)C)N(C(=O)[C@@H]1[C@@H](C1)C(=O)OCC)C)=O ethyl (1R,2S)-2-{[(2S)-1-(tert-butoxy)-3-methyl-1-oxobutan-2-yl](methyl)carbamoyl}cyclopropane-1-carboxylate